perfluoro-2-(trifluoromethyl)pentane FC(C(C(C(C(F)(F)F)(F)F)(F)F)(C(F)(F)F)F)(F)F